(1S,3S)-3-((6-(5-(((4-methoxy-pyrimidin-2-yl)amino)methyl)-1-methyl-1H-1,2,3-triazol-4-yl)-2-methylpyridin-3-yl)oxy)cyclohexanecarboxylic acid COC1=NC(=NC=C1)NCC1=C(N=NN1C)C1=CC=C(C(=N1)C)O[C@@H]1C[C@H](CCC1)C(=O)O